ClC1=NC(=CC(=N1)C#N)NC1=CC(=CC=C1)OC 2-chloro-6-[(3-methoxyphenyl)amino]pyrimidine-4-carbonitrile